(S)-5-(4-methyl-8-(piperazin-1-yl)-3,4-dihydropyrazino[1,2-b]indazole-2(1H)-yl)quinoline-8-carbonitrile C[C@H]1CN(CC=2N1N=C1C=C(C=CC21)N2CCNCC2)C2=C1C=CC=NC1=C(C=C2)C#N